(4-(4-(carboxymethyl)-2,5-dihydroxybenzoylamino)phenyl)acetic acid C(=O)(O)CC1=CC(=C(C(=O)NC2=CC=C(C=C2)CC(=O)O)C=C1O)O